C(C)(C)(C)OC(=O)N1C(CC=CC1)C1=CN=C2N1C=C(C=C2)C(F)(F)F (6-(trifluoromethyl)imidazo[1,2-a]pyridin-3-yl)-3,6-dihydropyridine-1(2H)-carboxylic acid tert-butyl ester